O=C1N(CCC(N1)=O)C1=CC=C(C=C1)NC(CCCCCCNC1CC2(C1)CCC2)=O N-(4-(2,4-dioxotetrahydropyrimidin-1(2H)-yl)phenyl)-7-(spiro[3.3]heptane-2-ylamino)heptanamide